(S)-1-(1-fluorobut-3-en-1-yl)-4-(trifluoromethyl)benzene ethyl-5-(isoxazol-3-yl)-2-((8-methyl-1,2,3,5,6,7-hexahydro-s-indacen-4-yl)amino)-4,5-dihydro-oxazole-5-carboxylate C(C)OC(=O)C1(CN=C(O1)NC1=C2CCCC2=C(C=2CCCC12)C)C1=NOC=C1.F[C@@H](CC=C)C1=CC=C(C=C1)C(F)(F)F